2-(3-Fluorobenzyl)-2H-indazole-6-carboxylic acid methyl ester COC(=O)C=1C=CC2=CN(N=C2C1)CC1=CC(=CC=C1)F